2-[4-(2-chlorophenyl)-2-oxo-chromen-7-yl]oxy-N-cyclopropyl-propionamide ClC1=C(C=CC=C1)C1=CC(OC2=CC(=CC=C12)OC(C(=O)NC1CC1)C)=O